ClC1=C(N=C(NC1=O)C1=C(N=CS1)Cl)N1CCNCC(C1)(F)F 5-chloro-2-(4-chlorothiazol-5-yl)-4-(6,6-difluoro-1,4-diazepan-1-yl)-1H-pyrimidin-6-one